NC1=CC(=C(OC2=C(C(=NC=N2)N(C(=O)OC(C)(C)C)C(=O)OC(C)(C)C)F)C=C1)F 6-(4-amino-2-fluorophenoxy)-5-fluoro-di-tert-butoxycarbonylpyrimidin-4-amine